2-(6-(4-(4-(8-((2-(2,6-dioxopiperidin-3-yl)-1-oxoisoindolin-4-yl)thio)octyl)piperazin-1-yl)piperidin-1-yl)-1-oxoisoindolin-2-yl)-2-phenyl-N-(thiazol-2-yl)acetamide O=C1NC(CCC1N1C(C2=CC=CC(=C2C1)SCCCCCCCCN1CCN(CC1)C1CCN(CC1)C1=CC=C2CN(C(C2=C1)=O)C(C(=O)NC=1SC=CN1)C1=CC=CC=C1)=O)=O